ethylsulfuric acid dichlorophosphite P(O)(Cl)Cl.C(C)OS(O)(=O)=O